ethyl (10-(2-chlorophenyl)-6-hydroxy-[1,2,4]triazolo[5,1-a]isoquinoline-5-carbonyl)glycinate ClC1=C(C=CC=C1)C=1C=CC=C2C(=C(N3C(C12)=NC=N3)C(=O)NCC(=O)OCC)O